2-(4-phenyl-1H-imidazol-2-yl)piperidine C1(=CC=CC=C1)C=1N=C(NC1)C1NCCCC1